FC1(CN(CC[C@H]1NC1=NN2C(C(=N1)OC)=C(C=C2)C=2C=CC1=C(N(N=N1)[C@@H](CF)C)C2)C(C([2H])([2H])[2H])=O)F 1-((R)-3,3-difluoro-4-((5-(1-((R)-1-fluoropropan-2-yl)-1H-benzo[d][1,2,3]triazol-6-yl)-4-methoxypyrrolo[2,1-f][1,2,4]triazin-2-yl)amino)piperidin-1-yl)ethan-1-one-2,2,2-d3